FC=1C=CC(=NC1)OC=1C=CC(=NC1)N 5-((5-fluoropyridin-2-yl)oxy)pyridin-2-amine